BrC=1C=C2C(=NC1)N(C=C2C2=CC=C(C(=O)N(C[C@H]1COCC1)C)C=C2)S(=O)(=O)C2=CC=CC=C2 (S)-4-(5-bromo-1-(benzenesulfonyl)-1H-pyrrolo[2,3-b]pyridin-3-yl)-N-methyl-N-((tetrahydrofuran-3-yl)methyl)benzamide